(E)-2-hydroxy-5-(2-(pyridin-2-yl)vinyl)benzaldehyde OC1=C(C=O)C=C(C=C1)\C=C\C1=NC=CC=C1